C(C)(C)(C)NC1=C(C(=O)[O-])C=CC(=N1)OC 2-(tert-butylamino)-6-methoxynicotinate